7-methyl-1,5,7-triazabicyclo[4.4.0]dec-5-ene acetate C(C)(=O)O.CN1C2=NCCCN2CCC1